C(C)C(C(=O)OCCOCCOCCOC(C(CCCC)CC)=O)CCCC 2,2'-ethylenedioxydiethyl bis(2-ethylhexanoat)